4-chloro-7-iodo-5H-pyrrolo[3,2-d]pyrimidine ClC=1C2=C(N=CN1)C(=CN2)I